BrC=1C=C(OC2=CC=C(C=C2)S(=O)(=O)NCCCC2=CNC3=CC=C(C=C23)Cl)C=C(C1)F 4-(3-Bromo-5-fluorophenoxy)-N-(3-(5-chloro-1H-indol-3-yl)propyl)benzenesulfonamide